3-chloro-4-fluoro-11-(hydroxymethyl)-10-(4-methoxybenzyl)-7-methyl-9,10,11,12-tetrahydro-7H-pyrazino[1',2':4,5]pyrazino[2,3-c][1,6]naphthyridin-8(8aH)-one ClC1=NC=C2C3=C(C=NC2=C1F)N(C(C1N3CC(N(C1)CC1=CC=C(C=C1)OC)CO)=O)C